allyl (2-propenyl) ether C(C=C)OCC=C